methyl 4-(3-iodo-2-oxoquinolin-1-yl)butanoate IC=1C(N(C2=CC=CC=C2C1)CCCC(=O)OC)=O